1-(2-cyano-6-fluorobenzyl)-3-methyl-2-oxo-N-(2,4,6-trifluorobenzyl)-1,2,3,4-tetrahydroquinazoline-7-carboxamide C(#N)C1=C(CN2C(N(CC3=CC=C(C=C23)C(=O)NCC2=C(C=C(C=C2F)F)F)C)=O)C(=CC=C1)F